tris(pentafluorophenyl)boric acid FC1=C(C(=C(C(=C1OB(OC1=C(C(=C(C(=C1F)F)F)F)F)OC1=C(C(=C(C(=C1F)F)F)F)F)F)F)F)F